FC1=CC=C(C=C1)C1=NC=2C(=NC(=CC2)N2CCNCC2)N1C1=CC(=NC=C1)NC(=O)C1CO1 N-{4-[2-(4-fluorophenyl)-5-(piperazin-1-yl)-3H-imidazo[4,5-b]pyridin-3-yl]pyridin-2-yl}oxirane-3-carboxamide